3,5-dimethoxycarbonylphenylboronic acid COC(=O)C=1C=C(C=C(C1)C(=O)OC)B(O)O